4-(4-((5-chloro-6-(2H-1,2,3-triazol-2-yl)pyridin-3-yl)carbamoyl)-5-(trifluoromethyl)-1H-pyrazol-1-yl)thieno[2,3-c]pyridine 6-oxide ClC=1C=C(C=NC1N1N=CC=N1)NC(=O)C=1C=NN(C1C(F)(F)F)C1=C2C(=C[N+](=C1)[O-])SC=C2